C(C)(C)(C)OC(=O)NC1=C(C(=NC(=C1F)Cl)Cl)C(=O)OC(C)(C)C tert-butyl 4-(tert-butoxycarbonylamino)-2,6-dichloro-5-fluoro-pyridine-3-carboxylate